FC1(CNCCC1N1OC(=CC1COC=1C=CC2=C(C=C(O2)C)C1)C)F N-(3,3-difluoropiperidin-4-yl)-2-methyl-5-((5-methylisoxazol-3-yl)methoxy)benzofuran